[C@H]12CN(C[C@H](CC1)N2)C2=NC(=NC1=C(C(=C(C=C21)C#C)C2=CC(=CC=1CCCCC21)O)F)OC[C@]21CCCN1C[C@@H](C2)F 4-(4-((1R,5S)-3,8-diazabicyclo[3.2.1]octan-3-yl)-6-ethynyl-8-fluoro-2-(((2R,7aS)-2-fluorotetrahydro-1H-pyrrolizin-7a(5H)-yl)methoxy)quinazolin-7-yl)-5,6,7,8-tetrahydronaphthalen-2-ol